rac-(4R)-4-(4-cyano-2-methoxyphenyl)-5-ethoxy-2,8-dimethyl-1,4-dihydro-1,6-naphthyridine-3-carboxamide C(#N)C1=CC(=C(C=C1)[C@H]1C(=C(NC2=C(C=NC(=C12)OCC)C)C)C(=O)N)OC |r|